1-[1-amino-6-(cyanomethyl)pyridin-1-ium-3-yl]Cyclopropanecarbonitrile N[N+]1=CC(=CC=C1CC#N)C1(CC1)C#N